2-chloro-4-[[3-[3-(trifluoromethyl)-1H-pyrazol-4-yl]imidazo[1,2-a]pyrazin-8-yl]amino]benzamide ClC1=C(C(=O)N)C=CC(=C1)NC=1C=2N(C=CN1)C(=CN2)C=2C(=NNC2)C(F)(F)F